N-(2,3-dimethylbutyl)benzene-1,4-diamine CC(CNC1=CC=C(C=C1)N)C(C)C